N,N-dimethylaminopropanol CN(C)CCCO